N-(4-((3-fluorophenylsulfonamido)methyl)benzyl)pyrazolo[1,5-a]pyridine-2-carboxamide FC=1C=C(C=CC1)S(=O)(=O)NCC1=CC=C(CNC(=O)C2=NN3C(C=CC=C3)=C2)C=C1